N-[[6-(2,4-dimethyloxazole-5-carbonyl)-6-azaspiro[2.5]octan-2-yl]methyl]-1,3-dihydropyrrolo[3,4-c]pyridine-2-carboxamide CC=1OC(=C(N1)C)C(=O)N1CCC2(C(C2)CNC(=O)N2CC=3C=NC=CC3C2)CC1